COC(=O)C1(CC1)C(N(C)CC)=O 1-(ethyl-methylcarbamoyl)-cyclopropanecarboxylic acid methyl ester